CC(C)(C)S(=O)N=CC=1SC(=CC1)C1=CC=CC=C1 2-methyl-N-((5-phenylthiophen-2-yl)methylene)propane-2-sulfinamide